trans-3-((6-(3-Methyl-4-(((4-(pyridin-2-yl)pyrimidin-2-yl)amino)methyl)isoxazol-5-yl)pyridin-3-yl)oxy)cyclopentan CC1=NOC(=C1CNC1=NC=CC(=N1)C1=NC=CC=C1)C1=CC=C(C=N1)OC1CCCC1